ClC1=CC(=C(C=C1)C=1N(C(C=C2C1C(N(N2)C2=C(C=CC=C2)Cl)=O)=O)CC2=CC=NC=C2)F 4-(4-chloro-2-fluorophenyl)-2-(2-chlorophenyl)-5-(pyridin-4-ylmethyl)-1H-pyrazolo[4,3-c]pyridine-3,6(2H,5H)-dione